2-methyl-5,5,5-trichloro-2-pentene CC(C)=CCC(Cl)(Cl)Cl